3-(pyrrolidin-3-yl)imidazole N1CC(CC1)N1C=NC=C1